4-(4-phenylbut-3-en-2-yl)thiomorphine C1(=CC=CC=C1)C=CC(C)C12C(C=CC=3C[C@@H]4[C@@H]5C=C[C@@H]([C@@H]([C@@]5(C13)CCN4C)O2)O)S